6-methylpyrrolo[2,3-b]pyridin CC1=CC=C2C(=N1)NC=C2